C(C)C1=NOC(=C1NC(=O)O[C@H](C)C1=CC=CC=C1)C1CC2(CN(C2)C2=CC=C(C=C2)C2(CC2)C(=O)O)C1 1-(4-{6-[3-ethyl-4-({[(1R)-1-phenylethoxy]carbonyl}amino)-1,2-oxazol-5-yl]-2-azaspiro[3.3]heptan-2-yl}phenyl)cyclopropane-1-carboxylic acid